methyl-2,2'-suberamidodipropionate COC(C(C)NC(CCCCCCC(=O)NC(C(=O)[O-])C)=O)=O